CC=1C(=NC=2N(C1)C(NN2)=O)N2CCC(CC2)OCC2(CC2)C 6-Methyl-7-(4-((1-methylcyclopropyl)methoxy)piperidin-1-yl)-[1,2,4]triazolo[4,3-a]pyrimidin-3(2H)-one